(4S)-1-(((3S)-1-((3-cyano-1-azetidinyl)sulfonyl)-3-piperidinyl)carbonyl)-4-hydroxy-N-(4-(trifluoromethyl)benzyl)-D-prolinamide C(#N)C1CN(C1)S(=O)(=O)N1C[C@H](CCC1)C(=O)N1[C@H](C[C@@H](C1)O)C(=O)NCC1=CC=C(C=C1)C(F)(F)F